COC=1C(=C2C=CNC2=C(C1)C)CN1[C@@H](CN(CC1)C(C)CC(F)(F)F)C1=CC=C(C(=O)O)C=C1 4-((2R)-1-((5-Methoxy-7-methyl-1H-indol-4-yl)methyl)-4-(4,4,4-trifluorobutan-2-yl)piperazin-2-yl)benzoic acid